3-(allylthio)-2-chloro-4-(methylsulfonyl)benzoic acid C(C=C)SC=1C(=C(C(=O)O)C=CC1S(=O)(=O)C)Cl